FC1(OC2=C(O1)C=C(C(=C2)[C@H](C)OC=2C=C(C=NC2)N2N=C(C=1CCC[C@@H](C21)OC2=CC=C(C(=O)O)C=C2)C(F)(F)F)F)F 4-[[(7S)-1-[5-[(1S)-1-(2,2,6-trifluoro-1,3-benzodioxol-5-yl)ethoxy]-3-pyridyl]-3-(trifluoromethyl)-4,5,6,7-tetrahydroindazol-7-yl]oxy]benzoic acid